6,6-bis(((Z)-hept-4-en-1-yl)oxy)hexanoic acid 6-bromohexyl ester BrCCCCCCOC(CCCCC(OCCC\C=C/CC)OCCC\C=C/CC)=O